4-((1-(2-(2,6-dioxopiperidin-3-yl)-1,3-dioxoisoindolin-5-yl)-3-methylazetidin-3-yl)methyl)piperazin O=C1NC(CCC1N1C(C2=CC=C(C=C2C1=O)N1CC(C1)(C)CN1CCNCC1)=O)=O